(2,4-dimethylphenyl)-trimethylphosphonium CC1=C(C=CC(=C1)C)[P+](C)(C)C